C1=CC=C2C(=C1)C(=O)C(=CO2)/C=N/NC(=O)C3=CN=CC=C3 The molecule is a carbohydrazide that is nicotinohydrazide in which the terminal nitrogen has undergone formal condensation with the aldehyde group of 4-oxo-4H-chromene-3-carbaldehyde. It is an inhibitor of STAT5 (Signal Transducer and Activator of Transcription 5) protein. It has a role as a signal transducer and activator of transcription 5 protein inhibitor. It is a carbohydrazide, a member of chromones and a member of pyridines.